C1=C(C=CC2=CC=CC=C12)C1=NC(=NC(=N1)C1=CC=CC=C1)C1=CC(=CC=C1)B1OC(C(O1)(C)C)(C)C 2-(naphthalen-2-yl)-4-phenyl-6-(3-(4,4,5,5-tetramethyl-1,3,2-dioxaborolan-2-yl)phenyl)-1,3,5-triazine